6-{7-[(3S,4S)-3-fluoro-2,2,6,6-tetramethylpiperidin-4-yl]-7H-pyrrolo[2,3-c]pyridazin-3-yl}-1-methyl-1H-benzotriazol-5-ol F[C@@H]1C(NC(C[C@@H]1N1C=CC2=C1N=NC(=C2)C=2C(=CC1=C(N(N=N1)C)C2)O)(C)C)(C)C